(S)-2-(2-((2,5-bis(trifluoromethyl)pyrazolo[1,5-a]pyrimidin-7-yl)amino)-1-(4-fluorophenyl)ethyl)-2,6-diazaspiro[3.4]octan-7-one FC(C1=NN2C(N=C(C=C2NC[C@H](C2=CC=C(C=C2)F)N2CC3(C2)CNC(C3)=O)C(F)(F)F)=C1)(F)F